NC1=C(C(=O)O)C=C(C(=C1)Br)N(C)C 2-amino-4-bromo-5-(dimethylamino)benzoic acid